ClC1=NC(=C(C=C1C(=O)OC)F)C(C)(F)F methyl 2-chloro-6-(1,1-difluoroethyl)-5-fluoro-pyridine-3-carboxylate